O=C(CCCC(=O)[O-])C=O 5,6-dioxohexanoate